1,2,3-tri(2-mercaptoethylthio)propane SCCSCC(CSCCS)SCCS